Cl.[S-]C#N.[NH4+] ammonium thiocyanate hydrochloride